C1=2C3CC3CC2NN=C1 7,8-diazatricyclo[4.3.0.02,4]nona-1(6),8-dien